1-[4-[4-[2-fluoro-4-[4-(5-fluoro-6-methyl-3-pyridyl)thiazol-2-yl]oxy-anilino]pyrrolo[2,1-f][1,2,4]triazin-5-yl]-1-piperidyl]prop-2-en-1-one FC1=C(NC2=NC=NN3C2=C(C=C3)C3CCN(CC3)C(C=C)=O)C=CC(=C1)OC=1SC=C(N1)C=1C=NC(=C(C1)F)C